2-(2-acetyl-3-hydroxyphenoxy)acetic Acid C(C)(=O)C1=C(OCC(=O)O)C=CC=C1O